C(C)(C)(C)OOC(C)(C)C 2-(t-butylperoxy)-2-methylpropane